ClC=1C(=NC=C(C1)C(F)(F)F)N1CCN(CC1)C 1-[3-chloro-5-(trifluoromethyl)-2-pyridyl]-4-methyl-piperazine